5-[4-(cyclopropylamino)-1-piperidyl]-N-(8-fluoro-2-methyl-imidazo[1,2-a]pyridin-6-yl)quinazoline-8-carboxamide C1(CC1)NC1CCN(CC1)C1=C2C=NC=NC2=C(C=C1)C(=O)NC=1C=C(C=2N(C1)C=C(N2)C)F